8-bromo-6-methoxyquinolin BrC=1C=C(C=C2C=CC=NC12)OC